NCCC[Si](OCC(C)C)(OCC(C)C)OCC(C)C 3-aminopropyl-triisobutoxysilane